BrC=1C=C2C(=CC(OC2=CC1)=O)OCCCCCCC(=O)NO 7-((6-bromocoumarin-4-yl)oxy)-N-hydroxyheptanamide